N-tosyl-L-glutamic acid S(=O)(=O)(C1=CC=C(C)C=C1)N[C@@H](CCC(=O)O)C(=O)O